1-[2-(difluoromethoxy)-4-(trifluoromethyl)phenyl]-N-[(3R)-oxan-3-yl]pyrrolo[1,2-d][1,2,4]triazin-4-amine FC(OC1=C(C=CC(=C1)C(F)(F)F)C=1C=2N(C(=NN1)N[C@H]1COCCC1)C=CC2)F